C(CC(C)C)C=1N=C(SC1C1=CC=C(C=C1)N1CCOCC1)NC1=C(C(=O)O)C=C(C=N1)C(F)(F)F 2-(4-isopentyl-5-(4-morpholinophenyl)thiazol-2-ylamino)-5-(trifluoromethyl)nicotinic acid